ethyl 3-(2-(((6-(2-(7-chloroimidazo[1,5-a]pyridin-1-yl)acetamido)pyrimidin-4-yl)amino)methyl)-6-cyclopropylimidazo[1,2-a]pyridin-8-yl)propanoate ClC1=CC=2N(C=C1)C=NC2CC(=O)NC2=CC(=NC=N2)NCC=2N=C1N(C=C(C=C1CCC(=O)OCC)C1CC1)C2